FC1(CN([C@H](CS1(=O)=O)C)C(=O)OC(C)(C)C)C(NCC(CC1=CC=CC=C1)=O)=O tert-butyl (5S)-2-fluoro-5-methyl-1,1-dioxo-2-[(2-oxo-3-phenylpropyl)carbamoyl]-1λ6-thiomorpholine-4-carboxylate